(2R,4R)-6-chloro-4-hydroxy-N-(3-{2-oxo-5-[cis-3-(trifluoromethoxy)cyclobutyl]-1,3-oxazolidin-3-yl}bicyclo[1.1.1]pent-1-yl)-3,4-dihydro-2H-1-benzopyran-2-carboxamide ClC=1C=CC2=C([C@@H](C[C@@H](O2)C(=O)NC23CC(C2)(C3)N3C(OC(C3)[C@@H]3C[C@@H](C3)OC(F)(F)F)=O)O)C1